ClC=1C=C(C=CC1)C1=C(C(C2=CC=CC=C2)=NN)C=CC=C1 (3-chlorophenyl)benzophenone hydrazone